(4R)-ethyl 5-(3-(4-(((benzyloxy)carbonyl)amino)butanamido)-4-((tert-butyldimethylsilyl)oxy)phenyl)-4-((tert-butoxycarbonyl)amino)-2-methylpentanoate C(C1=CC=CC=C1)OC(=O)NCCCC(=O)NC=1C=C(C=CC1O[Si](C)(C)C(C)(C)C)C[C@@H](CC(C(=O)OCC)C)NC(=O)OC(C)(C)C